tert-butyl N-[(2,6-difluoropyridine-3-carbonyl)amino]carbamate FC1=NC(=CC=C1C(=O)NNC(OC(C)(C)C)=O)F